ClCCSC 1-chloranyl-2-methylsulfanyl-ethane